NC=1C=NC2=CC=CC=C2C1NCC(C)(O)CC 1-(3-aminoquinolin-4-ylamino)-2-ethylpropan-2-ol